COC(=O)C=1C(=NC=CC1)CC1(OC1)C 2-[(2-Methyloxiran-2-yl)methyl]pyridine-3-carboxylic acid methyl ester